O=C1NC(CCC1N1C(N(C2=C1C=CC=C2N2CC(C2)O[C@H]2[C@@H](CN(CC2)C(=O)OC(C)(C)C)F)C)=O)=O Tert-butyl (3R,4R)-4-[1-[1-(2,6-dioxo-3-piperidyl)-3-methyl-2-oxo-benzimidazol-4-yl]azetidin-3-yl]oxy-3-fluoro-piperidine-1-carboxylate